(Z,Z)-2,13-Octadecadienyl acetate C(C)(=O)OC\C=C/CCCCCCCCC\C=C/CCCC